1-butyl-2,3,4,5-tetramethylimidazole C(CCC)N1C(N(C(=C1C)C)C)C